cyclopenta[a]phenanthren-3-yl octanoate C(CCCCCCC)(=O)OC=1C=CC2=C3C=CC=4C=CCC4C3=CC=C2C1